(Z)-2-((4-hydroxy-2-iodo-5-methoxybenzyl)amino)-2-oxoethyl 12-(2-phenyl-acetoxy)octadec-9-enoate C1(=CC=CC=C1)CC(=O)OC(C\C=C/CCCCCCCC(=O)OCC(=O)NCC1=C(C=C(C(=C1)OC)O)I)CCCCCC